Cl.COC1=C(C[C@H](N)C)C=CC=C1 |r| (+/-)-2-methoxyamphetamine HCl